(S)-1-((6-cyano-5-(trifluoromethyl)pyridin-3-yl)amino)-3-(4-chlorophenoxy)-2-methyl-1-oxopropan-2-ylnicotinate C(#N)C1=C(C=C(C=N1)NC([C@@](COC1=CC=C(C=C1)Cl)(C)OC(C1=CN=CC=C1)=O)=O)C(F)(F)F